OC[C@H](C1=CC=CC=C1)NC1=NC(=NC=C1C=1OC(=NN1)CN1CCN(CC1)C)NC=1C=C2C(NC(C2=CC1)=O)(C)C (S)-5-((4-((2-hydroxy-1-phenylethyl)amino)-5-(5-((4-methylpiperazin-1-yl)-methyl)-1,3,4-oxadiazol-2-yl)pyrimidin-2-yl)amino)-3,3-dimethylisoindol-1-one